ClC=1C=CC(=C(C=O)C1)OCCOC 5-chloro-2-(2-methoxyethoxy)benzaldehyde